1-(4-(2-methyl-2H-pyrazolo[3,4-b]pyridin-5-yl)-6-(1-methyl-1H-pyrazol-5-yl)thieno[2,3-b]pyridin-2-yl)ethanol CN1N=C2N=CC(=CC2=C1)C1=C2C(=NC(=C1)C1=CC=NN1C)SC(=C2)C(C)O